2-(5,5-Difluoro-3-((3S,4S)-3-fluoro-4-hydroxypiperidin-1-carbonyl)-5,6-dihydrocyclopenta[c]pyrazol-1(4H)-yl)-1-(4-(2,3-dimethylphenyl)piperazin-1-yl)ethan-1-on FC1(CC2=C(N(N=C2C(=O)N2C[C@@H]([C@H](CC2)O)F)CC(=O)N2CCN(CC2)C2=C(C(=CC=C2)C)C)C1)F